N-(4-(hydroxymethyl)tetrahydro-2H-pyran-4-yl)-N,2-dimethyl-5-((4-methylthiazol-5-yl)methoxy)benzofuran-3-carboxamide OCC1(CCOCC1)N(C(=O)C1=C(OC2=C1C=C(C=C2)OCC2=C(N=CS2)C)C)C